NC1=C(C=2C(=NC(=C3C2OCC3)C)N1C1=C(C(=CC=C1C)OC)C)C(=O)N 7-amino-6-(3-methoxy-2,6-dimethylphenyl)-4-methyl-2,3-dihydrofuro[2,3-d]pyrrolo[2,3-b]pyridine-8-carboxamide